CC(=C=CCC(C)=O)CCCC(CCCC(C)C)C 6,10,14-trimethylpentadeca-4,5-dien-2-one